C1(CCC1)NC1=NC=C(C(=N1)NCC=1C(=NC=CC1)N(S(=O)(=O)C)C)C(F)(F)F N-[3-({[2-(cyclobutylamino)-5-(trifluoromethyl)pyrimidin-4-yl]amino}methyl)pyridin-2-yl]-N-methylmethane-sulfonamide